Ethyl-(S)-(1-(4-fluoro-3-(trifluoromethyl)phenyl)cyclopropyl) ((1-methylpyrrolidin-2-yl)methyl)-Carbamat CN1C(CCC1)CNC(O[C@@]1(C(C1)CC)C1=CC(=C(C=C1)F)C(F)(F)F)=O